CC1=C2C(=CNC2=CC=N1)C=O 4-METHYL-5-AZAINDOLE-3-CARBOXALDEHYDE